6-Amino-3-((1R,3S)-4'-chloro-3-(2-methyl-1H-imidazol-1-yl)-1',2'-dihydrospiro[cyclopentane-1,3'-pyrrolo[2,3-b]pyridin]-5'-yl)-2-fluoro-N,N-dimethylbenzamide NC1=CC=C(C(=C1C(=O)N(C)C)F)C=1C(=C2C(=NC1)NC[C@]21C[C@H](CC1)N1C(=NC=C1)C)Cl